1,3,6,8-tetrakis-(4-methoxyphenyl)-2-hydroxypyrene COC1=CC=C(C=C1)C1=C(C(=C2C=CC3=C(C=C(C4=CC=C1C2=C34)C3=CC=C(C=C3)OC)C3=CC=C(C=C3)OC)C3=CC=C(C=C3)OC)O